N-(4-chlorophenyl)-4-(3-(4-methoxyphenyl)-1,2,4-oxadiazol-5-yl)piperazine ClC1=CC=C(C=C1)N1CCN(CC1)C1=NC(=NO1)C1=CC=C(C=C1)OC